3-(trifluoromethyl)bicyclo[1.1.1]pentane FC(C12CC(C1)C2)(F)F